CC=1N(C(=NN1)[C@@H]1CC[C@H](CC1)OC1=NC=CC=C1)C1=C(C=C(C=C1C)C)C trans-2-[4-[5-Methyl-4-(2,4,6-trimethylphenyl)-1,2,4-triazol-3-yl]cyclohexyl]oxypyridine